ClC1=C(C2=NN3C(C(N(CC3)C(=O)C3=NC=C(C=N3)OC)C)=C2C=N1)Cl (3,4-dichloro-10-methyl-7,8-dihydropyrido[4',3':3,4]pyrazolo[1,5-a]pyrazin-9(10H)-yl)(5-methoxypyrimidin-2-yl)methanone